2-morpholino-9-(2-(trifluoromethyl)pyridin-4-yl)-9H-purin-6-ol O1CCN(CC1)C1=NC(=C2N=CN(C2=N1)C1=CC(=NC=C1)C(F)(F)F)O